methyl 1-(3-bromobenzyl)piperidine-4-carboxylate BrC=1C=C(CN2CCC(CC2)C(=O)OC)C=CC1